C(C)(C)(C)OC(=O)NCC(=O)N[C@@H](CCCCNC(=O)OCC1=CC=CC=C1)C(=O)OC(C)(C)C tert-butyl N-(tert-butoxycarbonyl)glycyl-N6-[(benzyloxy)carbonyl]-L-lysinate